2-(3-fluorophenyl)cyclopropanecarboxylic acid FC=1C=C(C=CC1)C1C(C1)C(=O)O